9-(4-chloro-2-fluoro-phenyl)-7-[(2R,4S,6S)-2-(1-cyclopropylpyrazol-4-yl)-6-methyl-tetrahydropyran-4-yl]-2,3-dimethyl-pyrazino[1,2-a]pyrimidin-4-one ClC1=CC(=C(C=C1)C1=NC(=CN2C1=NC(=C(C2=O)C)C)[C@@H]2C[C@@H](O[C@H](C2)C)C=2C=NN(C2)C2CC2)F